4-hydroxy-6-[5-methyl-1-(4-piperidinyl)triazol-4-yl]pyrazolo[1,5-a]pyridine-3-carbonitrile hydrochloride Cl.OC=1C=2N(C=C(C1)C=1N=NN(C1C)C1CCNCC1)N=CC2C#N